BrC=1C=C2C(=C(NC2=C(C1)F)C1=CC=C(C=C1)F)C1CC(C1)NC(OCC1=CC=CC=C1)=O benzyl N-[3-[5-bromo-7-fluoro-2-(4-fluorophenyl)-1H-indol-3-yl] cyclobutyl]-carbamate